tert-butyl ((4-(2-chloro-3-fluoropyridin-4-yl)-2-methylthiazol-5-yl)methyl)(methyl)carbamate ClC1=NC=CC(=C1F)C=1N=C(SC1CN(C(OC(C)(C)C)=O)C)C